(2-[8-(trimethoxysilyl)octoxy]-5-hydroxyphenyl)trimethylphosphonium bromide [Br-].CO[Si](CCCCCCCCOC1=C(C=C(C=C1)O)[P+](C)(C)C)(OC)OC